(E)-2-(4-(2-cyano-4,4-dimethylpent-2-enoyl)piperazin-1-yl)acetic acid C(#N)/C(/C(=O)N1CCN(CC1)CC(=O)O)=C\C(C)(C)C